ClC=1C(=NC(=NC1)NC1CC(CCC1)C(=O)N)C1=CC(=CC=C1)N1C(C=CC=C1)=O 3-((5-chloro-4-(3-(2-oxopyridin-1(2H)-yl)phenyl)pyrimidin-2-yl)amino)cyclohexane-1-carboxamide